4-(3-amino-2-methylphenyl)-2-(4,4-difluorocyclohex-1-enyl)1H-indole-7-carboxamide NC=1C(=C(C=CC1)C1=C2C=C(NC2=C(C=C1)C(=O)N)C1=CCC(CC1)(F)F)C